ClC1=CC=C(C=C1)C1=NC2=CC=CC=C2C(N1)=O 2-(4-chlorophenyl)quinazolin-4(3H)-one